[N+](#[C-])C1=CC=CC2=CC=CC=C12 1-ISOCYANONAPHTHALENE